NC1=C(SC2=NC(=CC=C21)C)C(=O)NCCC2=CC=C(O[C@H]1COC3(CN(C3)C(=O)OC(C)(C)C)C1)C=C2 tert-butyl (R)-7-(4-(2-(3-amino-6-methylthieno[2,3-b]pyridine-2-carboxamido)ethyl)phenoxy)-5-oxa-2-azaspiro[3.4]octane-2-carboxylate